C1(CCC2C=CCC12)O 1,2,3,3a,6,6a-hexahydropentalen-1-ol